C[Si](CCOCN1C=CC2=NC(=CC=C21)C(=O)N)(C)C 1-((2-(trimethylsilyl)ethoxy)methyl)-1H-pyrrolo[3,2-b]pyridine-5-carboxamide